N-[4-azido-1-methoxy-2-oxo-6-(trifluoromethyl)-3-pyridinyl]-3-ethylsulfanyl-N-methyl-pyridine-2-carboxamide N(=[N+]=[N-])C1=C(C(N(C(=C1)C(F)(F)F)OC)=O)N(C(=O)C1=NC=CC=C1SCC)C